(Z)-2-undecenal C(\C=C/CCCCCCCC)=O